FC=1C=CC(=C(C1)C(C(=O)NC1=NC=CC=C1)N1CC2=NC=C(C=C2C1=O)C1=CC=C(C=C1)C1CCN(CC1)C)O 2-(5-fluoro-2-hydroxyphenyl)-2-(3-(4-(1-methylpiperidin-4-yl)phenyl)-5-oxo-5,7-dihydro-6H-pyrrolo[3,4-b]pyridin-6-yl)-N-(pyridin-2-yl)acetamide